C(=O)(Br)OCCO ethylene glycol bromocarbonate